C(C1=CC=CC=C1)OC1=C(C(=CC(=C1)F)O)C(=O)N1CC2=CC=CC(=C2C1)N[C@@H]1COCC1 (S)-(2-(Benzyloxy)-4-fluoro-6-hydroxyphenyl)(4-((tetrahydrofuran-3-yl)amino)isoindolin-2-yl)methanone